[Si](C)(C)(C(C)(C)C)OCC1=NC(=CC(=C1)N)CO[Si](C)(C)C(C)(C)C 2,6-bis(((tert-butyldimethylsilyl)oxy)methyl)pyridin-4-amine